C(C)N1[C@@H]2CN([C@H](C1)C2)C2=NC(=CC(=N2)NC2=CC1=C(C=N2)SC(=N1)O[C@H](C)C1=CC=CC=C1)C 2-[(1S,4S)-5-ethyl-2,5-diazabicyclo[2.2.1]heptan-2-yl]-6-methyl-N-{2-[(1R)-1-phenylethoxy]-[1,3]thiazolo[5,4-c]pyridin-6-yl}pyrimidin-4-amine